CC1=C(C=CC=C1)C1C=CC2=CC=CC=C12 (2-methylphenyl)-1H-indene